2-Methoxy-5-[(Z)-2-(3,4,5-trimethoxy-phenyl)-vinyl]-phenol COC1=C(C=C(C=C1)\C=C/C1=CC(=C(C(=C1)OC)OC)OC)O